C1(CC1)C=1C(=C(OC=2N=NC(=CC2C2=NOC[C@H](N2)CC2=C(C=C(C=C2)Cl)Cl)C(=C)OCC)C=CC1)F |r| (5RS)-3-[3-(3-cyclopropyl-2-fluoro-phenoxy)-6-(1-ethoxyvinyl)pyridazin-4-yl]-5-[(2,4-dichlorophenyl)methyl]-5,6-dihydro-4H-1,2,4-oxadiazine